C(CCCCC([2H])([2H])[2H])C1=CC(=C(C=C1OC)CC(CC)NC(OC(C)(C)C)=O)OC tert-butyl (1-(4-(hexyl-6,6,6-d3)-2,5-dimethoxyphenyl)butan-2-yl)carbamate